(3R)-N-{7-methoxy-6-[3-(pyrrolidin-1-yl)propoxy]-1H,2H,3H-cyclopenta[b]quinolin-9-yl}-1-methylpiperidin-3-amine COC1=CC=2C(=C3C(=NC2C=C1OCCCN1CCCC1)CCC3)N[C@H]3CN(CCC3)C